C(C)OC(=C)C1=CN=C(S1)C1(CN(CC1)C(=O)OC(C)(C)C)F tert-butyl 3-(5-(1-ethoxyvinyl)thiazol-2-yl)-3-fluoropyrrolidine-1-carboxylate